NCCO[Si](CCCN)(OCCN)OCCN 3-[tris(2-aminoethoxy)silyl]-1-propanamine